(2S)-2-[4-bromo-2-(4-ethoxy-4,5-dihydroisoxazol-3-yl)phenoxy]butanoic acid ethyl ester C(C)OC([C@H](CC)OC1=C(C=C(C=C1)Br)C1=NOCC1OCC)=O